2-(6-(5-chloro-1-((2-(3-fluoro-4-methoxyphenyl)pyrimidin-5-yl)methyl)-1H-indazole-7-carboxamido)spiro[3.3]heptan-2-yl)acetic acid ClC=1C=C2C=NN(C2=C(C1)C(=O)NC1CC2(CC(C2)CC(=O)O)C1)CC=1C=NC(=NC1)C1=CC(=C(C=C1)OC)F